(8S,9S,10R,11S,13S,14S,17R)-17-Glycoloyl-11-hydroxy-10,13-dimethyl-3-oxo-2,3,6,7,8,9,10,11,12,13,14,15,16,17-tetradecahydro-1H-cyclopenta[a]phenanthren-17-yl hexanoate C(CCCCC)(=O)O[C@@]1(CC[C@H]2[C@@H]3CCC4=CC(CC[C@@]4([C@H]3[C@H](C[C@]12C)O)C)=O)C(CO)=O